distearylmethylaminomethyl-ammonium chloride [Cl-].C(CCCCCCCCCCCCCCCCC)[NH+](CNC)CCCCCCCCCCCCCCCCCC